(R and S)-4-((3-bromo-6-(2-(ethoxymethoxy)-6-methyl-4-(trifluoro-methyl)phenyl)-2H-pyrazolo[3,4-b]pyridin-2-yl)methyl)-1-ethylpyrrolidin-2-one BrC=1N(N=C2N=C(C=CC21)C2=C(C=C(C=C2C)C(F)(F)F)OCOCC)C[C@@H]2CC(N(C2)CC)=O |r|